CN(CC1CCN(CC1)C1=CC=C(C=C1)Br)C N,N-dimethyl-1-(1-(4-bromophenyl)piperidin-4-yl)methanamine